(Sa)-2-(6-(5-chloro-1-((5-(3-fluoro-5-methoxyphenyl)pyrazin-2-yl)methyl)-1H-indazole-7-Carboxamido)spiro[3.3]heptan-2-yl)ethyl acetate C(C)(=O)OCCC1CC2(C1)CC(C2)NC(=O)C=2C=C(C=C1C=NN(C21)CC2=NC=C(N=C2)C2=CC(=CC(=C2)OC)F)Cl